4-[5-(trifluoromethyl)-2H-benzotriazol-2-yl]-1,3-benzenediol FC(C1=CC=2C(=NN(N2)C2=C(C=C(C=C2)O)O)C=C1)(F)F